(R)-N-(1-(3-(difluoromethyl)-2-fluorophenyl)ethyl)-6-methoxy-7-(2-methoxyethoxy)-2-methylquinazolin-4-amine FC(C=1C(=C(C=CC1)[C@@H](C)NC1=NC(=NC2=CC(=C(C=C12)OC)OCCOC)C)F)F